3-(3-Chloro-4-fluorophenyl)-1-((5,5-difluoro-4,5,6,7-tetrahydro-1H-indazol-3-yl)methyl)-1-(6-methoxypyridin-3-yl)urea ClC=1C=C(C=CC1F)NC(N(C=1C=NC(=CC1)OC)CC1=NNC=2CCC(CC12)(F)F)=O